(3-((1-oxo-6-(pyridin-3-ylsulfonyl)phthalazin-2(1H)-yl)methyl)phenyl)carbamic acid tert-butyl ester C(C)(C)(C)OC(NC1=CC(=CC=C1)CN1C(C2=CC=C(C=C2C=N1)S(=O)(=O)C=1C=NC=CC1)=O)=O